C1NCC12CC(C2)OC=2N=CC(=NC2)C2=C(C=C(C=C2)N2C=NC=C2)O 2-(5-((2-azaspiro[3.3]heptan-6-yl)oxy)pyrazin-2-yl)-5-(1H-imidazol-1-yl)phenol